CN1CC(CCC1)CCCN(CC1=CC=C(C=C1)CNCC1=NC=CC=C1)CC1=NC=CC=C1 N-[(1-methyl-3-piperidinyl)propyl]-N,N'-bis(2-pyridylmethyl)-1,4-xylylenediamine